P(=O)([O-])([O-])[O-].O.O.[Na+].[Na+].[Na+] Sodium Dihydrate Phosphate